3,6-di-tert-butyl-4,5-difluoro-1,2-benzoquinone C(C)(C)(C)C=1C(C(C(=C(C1F)F)C(C)(C)C)=O)=O